tert-butyl (1S,5R)-3,6-diazabicyclo[3.2.0]heptane-6-carboxylate [C@H]12CNC[C@@H]2N(C1)C(=O)OC(C)(C)C